(rac)-(2s,4s)-2-(6-(4-isopropylphenyl)-3-azabicyclo[4.1.0]heptane-3-carbonyl)-7-oxo-5-azaspiro[3.4]octan-6-one C(C)(C)C1=CC=C(C=C1)C12CCN(CC2C1)C(=O)C1CC2(C1)NC(C(C2)=O)=O